Cl.Cl.NCC1=CC=C(C=C1)NC1=C2C=CC(NC2=NC=C1)=O 5-((4-(aminomethyl)phenyl)amino)-1,8-naphthyridin-2(1H)-one dihydrochloride